BrCCCCCCO[Si](OC(CCSSCCCCCCCCCCCC)OCCCCCCCCCCCCCCCC)(C)C 1-bromo-10-(hexadecyloxy)-8,8-dimethyl-7,9-dioxa-13,14-dithia-8-silahexacosane